OC(C)(C)C1=NN(C(C=2N1C1=C(C2)C=CS1)=O)CC(=O)N 2-(8-(2-hydroxypropan-2-yl)-5-oxothieno[3',2':4,5]pyrrolo[1,2-d][1,2,4]triazin-6(5H)-yl)acetamide